N[C@@H]1[C@@H](OCC12CCN(CC2)C2=C(C(N(C(=N2)C)C2=C(C(=CC=C2)Cl)Cl)=O)CC)C 6-[(3S,4S)-4-amino-3-methyl-2-oxa-8-azaspiro[4.5]decan-8-yl]-3-(2,3-dichlorophenyl)-5-ethyl-2-methyl-3,4-dihydropyrimidin-4-one